N-((1R,2R)-1-(2,3-dihydrobenzo[b][1,4]dioxin-6-yl)-1-hydroxy-3-(pyrrolidin-1-yl)propan-2-yl)-1-(4-fluorophenyl)pyrrolidine-3-carboxamide O1C2=C(OCC1)C=C(C=C2)[C@H]([C@@H](CN2CCCC2)NC(=O)C2CN(CC2)C2=CC=C(C=C2)F)O